(S)-6-allyl-2-((4-((2-hydroxy-1-phenylethyl)amino)-5-(3-(pyridin-3-yl)-1,2,4-oxadiazol-5-yl)pyrimidin-2-yl)amino)-7,7-dimethyl-6,7-dihydro-5H-pyrrolo[3,4-b]pyridin-5-one C(C=C)N1C(C2=NC(=CC=C2C1=O)NC1=NC=C(C(=N1)N[C@H](CO)C1=CC=CC=C1)C1=NC(=NO1)C=1C=NC=CC1)(C)C